N-(3-amino-2,6-dichlorophenyl)acetamide NC=1C(=C(C(=CC1)Cl)NC(C)=O)Cl